3-[(5s,7s)-2-(difluoromethylsulfonyl)-7-fluoro-6,7-dihydro-5H-pyrrolo[1,2-b][1,2,4]triazol-5-yl]benzonitrile FC(S(=O)(=O)C=1N=C2N(N1)[C@@H](C[C@@H]2F)C=2C=C(C#N)C=CC2)F